[Ca+2].C(CCC)OCC(=O)[O-].C(CCC)OCC(=O)[O-] Butoxyacetic acid calcium salt